(±)-cis-(Z)-3-[3-(4-methyl-1H-pyrrol-2-yl)-1,2,4-oxadiazol-5-yl]-1,3,4,12a-tetrahydropyrido[1,2-b][2]benzazepin-6(2H)-one CC=1C=C(NC1)C1=NOC(=N1)[C@@H]1CC[C@@H]\2N(C(C3=C(\C=C2)C=CC=C3)=O)C1 |r|